((E)-2-((2r,5s)-4-(6-chloro-1-methyl-2-oxo-1,2-dihydropyrido[3,2-d]pyrimidin-4-yl)-2,5-diethylpiperazin-1-yl)-2-(4-fluorophenyl)-1-(hydroxyimino)ethyl)cyclopropanecarboxamide ClC=1C=CC=2N(C(N=C(C2N1)N1C[C@H](N(C[C@@H]1CC)C(/C(=N/O)/C1(CC1)C(=O)N)C1=CC=C(C=C1)F)CC)=O)C